ClC1=C(C=C(C=2C3=C(NC12)CCN([C@H]3C)C(=O)C3=NC=C(C=N3)OC)C#CCO)Cl (S)-(6,7-dichloro-9-(3-hydroxyprop-1-yn-1-yl)-1-methyl-1,3,4,5-tetrahydro-2H-pyrido[4,3-b]indol-2-yl)(5-methoxypyrimidin-2-yl)methanone